ClC=1C(=NC(=NC1)NC=1C=C(C=NC1)N1C(C2(CC1)CCNCC2)=O)N2CC(OCC2)C2=CC=CC=C2 2-[5-[[5-chloro-4-(2-phenylmorpholin-4-yl)pyrimidin-2-yl]amino]-3-pyridyl]-2,8-diazaspiro[4.5]decan-1-one